BrC1(CCCC1)C(=O)C1=CC(=CC=C1)F (1-bromocyclopentyl)(3-fluorophenyl)methanone